2,3,4,5,6-pentafluoro-N-((3'R,6'R)-6'-hydroxy-2',2',4',6'-tetramethyl-7'-oxo-2',3',6',7'-tetrahydrospiro[cyclopropane-1,5'-inden]-3'-yl)benzenesulfonamide FC1=C(C(=C(C(=C1F)F)F)F)S(=O)(=O)N[C@@H]1C(C=C2C([C@](C3(C(=C12)C)CC3)(C)O)=O)(C)C